CC1(CC(C2=CC(=CC=C12)COC1=CC2=C(C=N1)[C@H]1[C@@H](C2)[C@@H]1C(=O)O)C1=CC=CC=C1)C (5aR,6S,6aS)-3-((1,1-dimethyl-3-phenyl-2,3-dihydro-1H-inden-5-yl)methoxy)-5,5a,6,6a-tetrahydrocyclopropa[4,5]cyclopenta[1,2-c]pyridine-6-carboxylic acid